FC(C=1C(=C(C=C(C1)[N+](=O)[O-])[C@@H](C)NC=1C2=C(N=CN1)N(C(C(=C2)O[C@@H]2COCC2)=O)CC2=CC=C(C=C2)OC)F)F 4-(((R)-1-(3-(difluoromethyl)-2-fluoro-5-nitrophenyl)ethyl)amino)-8-(4-methoxybenzyl)-6-(((S)-tetrahydrofuran-3-yl)oxy)pyrido[2,3-d]pyrimidin-7(8H)-one